CC1N(C(COC1)C)C1=CC(=C(C(=N1)SCC)C(=O)NCC1=CC(=CC=C1)F)C 6-(3,5-Dimethyl-morpholin-4-yl)-2-ethylsulfanyl-N-[(3-fluorophenyl)-methyl]-4-methyl-pyridine-3-carboxylic acid amide